NCC(CN(C)C)OC=1N=C(C2=C(N1)CN(CC2)C2=CC=CC1=CC=CC=C21)N2CC(N(CC2)C(=O)OCC2=CC=CC=C2)C(=O)O 4-(2-((1-amino-3-(dimethylamino)propan-2-yl)oxy)-7-(naphthalen-1-yl)-5,6,7,8-tetrahydropyrido[3,4-d]pyrimidin-4-yl)-1-((benzyloxy)carbonyl)piperazine-2-carboxylic acid